perfluoromethyl-cyclobutane FC1(C(C(C1(F)F)(F)F)(F)F)C(F)(F)F